1-isopropyl-N-(2-(2-(3,3,3-trifluoropropoxy)pyrimidin-4-yl)-1H-pyrrolo[3,2-c]pyridin-6-yl)-1H-pyrazole-4-carboxamide C(C)(C)N1N=CC(=C1)C(=O)NC1=CC2=C(C=N1)C=C(N2)C2=NC(=NC=C2)OCCC(F)(F)F